2-(3-acetyl-5-(pyrimidin-5-ylamino)-1H-indol-1-yl)-N-(2-((3-chloro-2-fluorophenyl)amino)-2-oxoethyl)-N-isopropylacetamide C(C)(=O)C1=CN(C2=CC=C(C=C12)NC=1C=NC=NC1)CC(=O)N(C(C)C)CC(=O)NC1=C(C(=CC=C1)Cl)F